FC1(C[C@H](CCC1)[C@@H](C(=O)NC1=CC=C(C=C1)C=1C(=NNC1C)C)NC(=O)C=1N(N=CC1)C(C)C)F N-[(1S)-1-[(1S)-3,3-difluorocyclohexyl]-2-[4-(3,5-dimethyl-1H-pyrazol-4-yl)anilino]-2-oxo-ethyl]-2-isopropyl-pyrazole-3-carboxamide